tert-butyl (4-(2-chloroacetyl)phenyl)carbamate ClCC(=O)C1=CC=C(C=C1)NC(OC(C)(C)C)=O